NC1=NC=2C=CN=CC2C2=C1C(OCC(N2)CCCC)=O 6-amino-2-butyl-2,3-dihydro-[1,4]oxazepino[6,5-c][1,6]naphthyridin-5(1H)-one